FC([C@H](NCC1=CC=C(C=C1)OC)C=1NC=C(N1)CC1=CC=NC=C1)(F)F |r| (rac)-2,2,2-trifluoro-N-(4-methoxybenzyl)-1-(4-(pyridin-4-ylmethyl)-1H-imidazol-2-yl)ethan-1-amine